1-{5-[(2,6-dichlorophenyl)methoxy]pyrimidin-2-yl}-1,2,4-triazole ClC1=C(C(=CC=C1)Cl)COC=1C=NC(=NC1)N1N=CN=C1